2-(2-(aminomethyl)-3-fluoroallyl)-2,5,6,7-tetrahydro-4H-pyrazolo[4,3-c]pyridin-4-one NCC(CN1N=C2C(C(NCC2)=O)=C1)=CF